tert-butyl trans-N-[4-[[3-[N'-(2-chloro-4-hydroxy-phenyl)carbamimidoyl]pyrrolo[1,2-b]-pyridazin-4-yl]amino]cyclohexyl]carbamate ClC1=C(C=CC(=C1)O)N=C(N)C1=C(C=2N(N=C1)C=CC2)N[C@@H]2CC[C@H](CC2)NC(OC(C)(C)C)=O